C1(CC1)C1=CC(=NC=C1)C(C(=O)N)C1=C(C=CC=C1)F 2-(4-cyclopropylpyridin-2-yl)-2-(2-fluorophenyl)acetamide